Hexan CCCCCC